1,3,4-thiadiazolidin-2,5-dithione S1C(NNC1=S)=S